5,15-dimethyl-tritriacontane 2-hydroxyethyl-2-(4-(4,6-bis(2,4-dimethylphenyl)-1,3,5-triazin-2-yl)-3-hydroxyphenoxy)acetate OCCOC(COC1=CC(=C(C=C1)C1=NC(=NC(=N1)C1=C(C=C(C=C1)C)C)C1=C(C=C(C=C1)C)C)O)=O.CC(CCCC)CCCCCCCCCC(CCCCCCCCCCCCCCCCCC)C